ClC=1C=C(C=C(C1)Cl)S(=O)(=O)NC1=CNC2=CC(=C(C=C12)F)F 3,5-dichloro-N-(5,6-difluoro-1H-indol-3-yl)benzenesulfonamide